N(=[N+]=[N-])CC1=CC=C(C=C1)[SH4]OOC [4-(azidomethyl)phenyl](methyl)dioxy-λ6-sulfane